1-(3-((1S,4aS,4bR,6aR,8R,11aS,11bS,13aS)-8-hydroxy-8,11a,13a-trimethyloctadecahydro-1H-cyclohepta[a]phenanthren-1-yl)-3-oxopropyl)-1H-pyrazole-4-carbonitrile O[C@]1(C[C@@H]2[C@@]([C@H]3CC[C@@]4([C@H](CCC[C@H]4[C@@H]3CC2)C(CCN2N=CC(=C2)C#N)=O)C)(CCC1)C)C